6-(6-Methoxypyridin-3-yl)-5-thioxo-5,6-dihydrothiazolo[4,5-d]pyrimidin-7(4H)-one COC1=CC=C(C=N1)N1C(NC2=C(C1=O)SC=N2)=S